4-chloromethyl-oxazole ClCC=1N=COC1